C(C)(C)(C)OC=1C=C2CC[C@@H]([C@@H](C2=CC1)C1=CC=C(C=C1)O)C1=CC=CC=C1 4-[(1R,2S)-6-tert-butoxy-2-phenyl-tetralin-1-yl]phenol